C(C=C)(=O)OCC(CCCCCCC)CCCCCC 2-hexylnonyl acrylate